methyl (3S)-3-(3-chloro-5-(trifluoromethyl)phenyl)-3-(2-(4-((5-fluoro-1,4,5,6-tetrahydropyrimidin-2-yl)amino)-1H-indazole-6-carboxamido)acetamido)propanoate trifluoroacetate FC(C(=O)O)(F)F.ClC=1C=C(C=C(C1)C(F)(F)F)[C@H](CC(=O)OC)NC(CNC(=O)C1=CC(=C2C=NNC2=C1)NC=1NCC(CN1)F)=O